6-methoxy-1-methyl-2-(prop-2-yn-1-yl)-9-propyl-2,3,4,9-tetrahydro-1H-pyrido[3,4-b]Indole COC=1C=C2C3=C(N(C2=CC1)CCC)C(N(CC3)CC#C)C